[Cl-].C[NH+](C)CC N,N-dimethyl-ethylammonium chloride